C(C)C1=CC2=C(CCO[C@]23C[C@@H](N(CC3)CC=3N=NN(C3)C3CN(C3)S(=O)(=O)CCO)C)S1 2-[3-[4-[[(2'S,4R)-2-ethyl-2'-methyl-spiro[6,7-dihydrothieno[3,2-c]pyran-4,4'-piperidine]-1'-yl]methyl]triazol-1-yl]azetidin-1-yl]sulfonylethanol